1-cyclopropyl-3-(3-fluoro-4-((2-(methylamino)-8,9-dihydroimidazo[1',2':1,6]pyrido[2,3-d]pyrimidin-6-yl)oxy)phenyl)urea C1(CC1)NC(=O)NC1=CC(=C(C=C1)OC1=CC2=C(N=C(N=C2)NC)N2C1=NCC2)F